1-chloro-1-propene ClC=CC